C(C)(C)C=1C(=NNC1C=1C=C(C=2N(C1)N=CN2)OC)C2=NC=C(C=C2)C2CCN(CC2)C 6-(4-isopropyl-3-(5-(1-methylpiperidin-4-yl)pyridin-2-yl)-1H-pyrazol-5-yl)-8-methoxy-[1,2,4]triazolo[1,5-a]pyridine